Cl.C(C)N(C(CC1=C(N=C2N1C=CC(=C2)C)C2=CC=C(C=C2)OC)=O)CC2=NC=CC=C2 N-ethyl-N-(2-pyridylmethyl)-2-[2-(4-methoxyphenyl)-7-methyl-imidazo[1,2-a]pyridin-3-yl]-acetamide hydrochloride